N-hydroxy-N-methyl-3,4-methylenedioxyamphetamine ON(C(C)CC1=CC2=C(C=C1)OCO2)C